(2S)-6-(tert-butoxycarbonylamino)-2-(9H-fluoren-9-ylmethoxycarbonylamino)hexanoic acid C(C)(C)(C)OC(=O)NCCCC[C@@H](C(=O)O)NC(=O)OCC1C2=CC=CC=C2C=2C=CC=CC12